[Na].IC1=C(C(=C(N1)I)I)I tetraiodopyrrole-sodium salt